C(C1=CC=CC=C1)(=O)OC[C@H]1[C@@H](CC1)C=O ((1R,2R)-2-FORMYLCYCLOBUTYL)METHYL BENZOATE